N,N'-di(2,5-dimethylcyclopentyl)-1,4-diaminobutane CC1C(C(CC1)C)NCCCCNC1C(CCC1C)C